N-tert-butyl-carbonyl-hydrazine C(C)(C)(C)C(=O)NN